[Fe].O.[Al] aluminum water iron